N1=CC(=CC=C1)CN1C(C=C(C=C1)N1N=C(C2=NC=CC=C21)C2=CC=C(C=C2)C(F)(F)F)=O 1-(pyridin-3-ylmethyl)-4-(3-(4-(trifluoromethyl)phenyl)-1H-pyrazolo[4,3-b]pyridin-1-yl)pyridin-2(1H)-one